N-[(1S)-2-[4-(3,5-dimethyl-1H-pyrazol-4-yl)anilino]-1-[(1R)-6-[2-[(1S,4S)-2-oxa-5-azabicyclo[2.2.1]heptan-5-yl]-4-pyridyl]indan-1-yl]-2-oxo-ethyl]-1-fluoro-cyclopropanecarboxamide CC1=NNC(=C1C1=CC=C(NC([C@H]([C@@H]2CCC3=CC=C(C=C23)C2=CC(=NC=C2)N2[C@@H]3CO[C@H](C2)C3)NC(=O)C3(CC3)F)=O)C=C1)C